methyl (S)-5-amino-6-((oxetan-2-ylmethyl)amino)pyridinecarboxylate NC=1C=CC(=NC1NC[C@H]1OCC1)C(=O)OC